(1R,3R)-3-((1-((6-chloropyridin-3-yl)amino)isoquinolin-6-yl)oxy)cyclohexane-1-carbonitrile ClC1=CC=C(C=N1)NC1=NC=CC2=CC(=CC=C12)O[C@H]1C[C@@H](CCC1)C#N